5-[5-chloro-2-[(3S)-3-(morpholinomethyl)-3,4-dihydro-1H-isoquinoline-2-carbonyl]phenyl]-N-(4-hydroxyphenyl)-N-[(3-methoxy-2-methyl-phenyl)methyl]-1,2-dimethyl-pyrrole-3-carboxamide ClC=1C=CC(=C(C1)C1=CC(=C(N1C)C)C(=O)N(CC1=C(C(=CC=C1)OC)C)C1=CC=C(C=C1)O)C(=O)N1CC2=CC=CC=C2C[C@H]1CN1CCOCC1